CC=1N=CC(=NC1)C1=NN=C(S1)S 5-(5-methylpyrazin-2-yl)-1,3,4-thiadiazole-2-thiol